FC(C(=O)O)(F)F.IC1=CC(=C(C=C1)NC=1N(C(C=C2CCNC(C12)=O)=O)C)F 8-((4-iodo-2-fluorophenyl)amino)-7-methyl-3,4-dihydro-2,7-naphthyridine-1,6(2H,7H)-dione trifluoroacetate salt